7-(bromomethyl)-4-(3,5-dimethoxybenzyl)-9-(4-fluoro-2-methylphenyl)-3,4-dihydrobenzo[f][1,4]oxazepin-5(2H)-one BrCC=1C=C(C2=C(C(N(CCO2)CC2=CC(=CC(=C2)OC)OC)=O)C1)C1=C(C=C(C=C1)F)C